N[C@@H](C)C1=CC(=NN1C)C1=C2CN(C(C2=CC=C1)=O)C1C(NC(CC1)=O)=O 3-(4-(5-((S)-1-Aminoethyl)-1-methyl-1H-pyrazol-3-yl)-1-oxoisoindolin-2-yl)piperidine-2,6-dione